6-[4-(2,2,2-Trifluoroethyl)-piperazin-1-yl]-pyridazin-3-ylamine FC(CN1CCN(CC1)C1=CC=C(N=N1)N)(F)F